C(CCC/C=C\CCCCCCO)CCCC(=O)O 16-hydroxy-9Z-hexadecenoic acid